C(C)C1=C(C(=NN1)C(F)(F)F)C(=O)OCC ethyl 5-ethyl-3-(trifluoromethyl)-1H-pyrazole-4-carboxylate